3,3-dimethyl-2-(4-methylbenzyl)-1-oxo-1,2,3,4-tetrahydroisoquinoline-4-carboxylic acid CC1(N(C(C2=CC=CC=C2C1C(=O)O)=O)CC1=CC=C(C=C1)C)C